BrC1=CC=2N=C(NC(C2S1)=O)C1N(C[C@@H]2N(C1)CCC2)C(=O)OC(C)(C)C tert-butyl (8aR)-3-(6-bromo-4-oxo-3,4-dihydrothieno[3,2-d]pyrimidin-2-yl)hexahydropyrrolo[1,2-a]pyrazine-2(1H)-carboxylate